1-Hexyl-2-ethylpyrrolium fluoride [F-].C(CCCCC)[NH+]1C(=CC=C1)CC